3,5-difluoro-N'-hydroxy-benzamidine FC=1C=C(C(=NO)N)C=C(C1)F